FC1=C(C(=CC=2N(C(C(OC21)C)=O)CC2=CC=C(C=C2)F)C)[N+](=O)[O-] 8-fluoro-4-[(4-fluorophenyl)methyl]-2,6-dimethyl-7-nitro-1,4-benzoxazin-3-one